C(CCC)SSCSC(C(=O)O)C 2-[[(butylthio)thiomethyl]thio]propanoic acid